OC(C)(P([O-])(=O)[O-])P([O-])(=O)[O-].[Na+].[Na+].[Na+].[Na+] sodium 1-hydroxyethane-1,1-diphosphonate